BrC(C(=O)N(C(OC(C)(C)C)=O)C=1N=C(OC1)CC1=CC(=CC(=C1)F)F)C tert-butyl (2-bromopropanoyl)(2-(3,5-difluorobenzyl)oxazol-4-yl)carbamate